tris(4-amino-3-(fluoromethoxy)phenyl)dimethylphosphine oxide NC1=C(C=C(C=C1)C(P(C)=O)(C1=CC(=C(C=C1)N)OCF)C1=CC(=C(C=C1)N)OCF)OCF